5-((1S,2S)-2-(4,4,5,5-tetramethyl-1,3,2-dioxaborolan-2-yl)cyclopropyl)-1-(2,2,2-trifluoroethyl)-1H-benzo[d]imidazole CC1(OB(OC1(C)C)[C@@H]1[C@H](C1)C1=CC2=C(N(C=N2)CC(F)(F)F)C=C1)C